CC(CC=C)(C(C=CC)(CC)C)CC 4,5-dimethyl-4,5-diethyl-octadiene